(S)-N-(1-(6,7-Difluoro-1-oxo-1,2-dihydroisoquinolin-4-yl)ethyl)-N,1-dimethyl-1H-indole-5-carboxamide FC=1C=C2C(=CNC(C2=CC1F)=O)[C@H](C)N(C(=O)C=1C=C2C=CN(C2=CC1)C)C